NCCOCCOCCC(=O)NC1=C(C(=O)NC=2C=NC(=NC2)C)C=CC=C1 2-(3-(2-(2-Aminoethoxy)ethoxy)propanamido)-N-(2-methylpyrimidin-5-yl)benzamide